5-chloro-6-(5,7-difluoro-6-(4-methylpiperazin-1-yl)-4-oxo-1,4-dihydroquinolin-2-yl)picolinonitrile ClC=1C=CC(=NC1C=1NC2=CC(=C(C(=C2C(C1)=O)F)N1CCN(CC1)C)F)C#N